C(C)(C)N(P(O[C@@H]1[C@H](OC[C@@H]1OC)COC(C1=CC=CC=C1)(C1=CC=C(C=C1)OC)C1=CC=C(C=C1)OC)OCCC#N)C(C)C (2R,3S,4S)-2-((bis(4-methoxyphenyl)(phenyl)methoxy)methyl)-4-methoxytetrahydrofuran-3-yl (2-cyanoethyl) diisopropylphosphoramidite